C(=C)[NH+]1C2=CC=CC=C2C=2C=CC=CC12 N-vinyl-carbazolium